tert-butyl 4-(3-amino-6-chloro-2-pyridyl)piperidine-1-carboxylate NC=1C(=NC(=CC1)Cl)C1CCN(CC1)C(=O)OC(C)(C)C